tert-butyl (2R,5R)-4-(2-(6-(3-(benzyloxy)benzyl)-3,3-dimethyl-2,3-dihydro-1H-pyrrolo[3,2-b]pyridin-1-yl)-2-oxoethyl)-5-(methoxymethyl)-2-methylpiperazine-1-carboxylate C(C1=CC=CC=C1)OC=1C=C(CC=2C=C3C(=NC2)C(CN3C(CN3C[C@H](N(C[C@@H]3COC)C(=O)OC(C)(C)C)C)=O)(C)C)C=CC1